2-(2,4-Dimethoxypyrimidin-5-yl)-4-(3-ethyl-3-methyl-pyrrolidin-1-yl)pyrazolo[3,4-d]pyrimidine COC1=NC=C(C(=N1)OC)N1N=C2N=CN=C(C2=C1)N1CC(CC1)(C)CC